eicosyl n-octacosanoate C(CCCCCCCCCCCCCCCCCCCCCCCCCCC)(=O)OCCCCCCCCCCCCCCCCCCCC